C(C(=C)C)(=O)OC1C=CC=C1 cyclopent-2,4-dienyl methacrylate